2-((2S,3S)-3-aminotetrahydro-2H-pyran-2-yl)-3-bromo-5-chloro-1-(difluoromethyl)-N-(thiophen-2-ylmethyl)-1H-pyrrolo[3,2-b]pyridin-7-amine N[C@@H]1[C@H](OCCC1)C1=C(C2=NC(=CC(=C2N1C(F)F)NCC=1SC=CC1)Cl)Br